N-prop-2-ynyl-1-[1-[5-[5-(trifluoromethyl)-1,2,4-oxadiazol-3-yl]-2-thienyl]ethyl]pyrazole-4-carboxamide C(C#C)NC(=O)C=1C=NN(C1)C(C)C=1SC(=CC1)C1=NOC(=N1)C(F)(F)F